FC1=NC(=CC(=C1)NC(=O)NC1=CC(=CC=C1)SC(F)(F)F)F 1-(2,6-difluoropyridin-4-yl)-3-(3-((trifluoromethyl)sulfanyl)phenyl)urea